tert-butyl 7-(7-bromo-2-chloro-8-fluoro-6-iodoquinazolin-4-yl)-2,7-diazaspiro[3.5]nonane-2-carboxylate BrC1=C(C=C2C(=NC(=NC2=C1F)Cl)N1CCC2(CN(C2)C(=O)OC(C)(C)C)CC1)I